C(C1=CC=CC=C1)N1CC(C(CC1)N)(F)F 1-benzyl-3,3-difluoropiperidin-4-amine